ClC1=C(C(=CC=C1)SC)C1CC(=NO1)C=1N=C(SC1)C1CCNCC1 5-(2-chloro-6-(methylthio)phenyl)-3-(2-(piperidin-4-yl)thiazol-4-yl)-4,5-dihydro-isoxazole